(4-aminopyridin-2-yl)ethan-1-one NC1=CC(=NC=C1)C(C)=O